rac-4'-chloro-5-fluoro-N-[[4-(1-fluorocyclopropyl)-2,5-dioxoimidazolidin-4-yl]methyl][biphenyl]-2-carboxamide ClC1=CC=C(C=C1)C=1C(=CC=C(C1)F)C(=O)NC[C@]1(NC(NC1=O)=O)C1(CC1)F |r|